FC(C1N(CCNC1)C(=O)[O-])(F)F 2-(trifluoromethyl)piperazine-1-carboxylate